morpholine-3-one N1C(COCC1)=O